tert-butyl (1R,4R)-5-((7-bromo-6-(2-cyanoethyl)-8-fluoro-3-(5-methoxy-5-oxopent-1-yn-1-yl)-2-(methylsulfanyl) quinolin-4-yl) amino)-2-azabicyclo[2.1.1]hexane-2-carboxylate BrC1=C(C=C2C(=C(C(=NC2=C1F)SC)C#CCCC(=O)OC)NC1[C@H]2CN([C@@H]1C2)C(=O)OC(C)(C)C)CCC#N